2-[3-methyl-4-(2-methyl-4-pyridyl)pyrazol-1-yl]-N-(5-pyrazin-2-yl-2-pyridyl)acetamide CC1=NN(C=C1C1=CC(=NC=C1)C)CC(=O)NC1=NC=C(C=C1)C1=NC=CN=C1